C12COCC2C1C=1N=C2N(C=C(C(=C2)OC)C(=O)NC2=NC(=CC=C2)C(F)(F)F)C1 2-(3-oxabicyclo[3.1.0]hex-6-yl)-7-methoxy-N-(6-(trifluoromethyl)pyridin-2-yl)imidazo[1,2-a]pyridine-6-carboxamide